1-(3-(3-(1H-pyrazol-1-yl)quinoxaline-6-carbonyl)-2,4-difluorophenyl)-3-(4-chloro-3-fluorophenyl)urea N1(N=CC=C1)C=1C=NC2=CC=C(C=C2N1)C(=O)C=1C(=C(C=CC1F)NC(=O)NC1=CC(=C(C=C1)Cl)F)F